1-allyl-N-(5-(5-(difluoromethyl)-1,3,4-oxadiazol-2-yl)pyrimidin-2-yl)-4-phenyl-1H-benzo[d]imidazol-6-amine C(C=C)N1C=NC2=C1C=C(C=C2C2=CC=CC=C2)NC2=NC=C(C=N2)C=2OC(=NN2)C(F)F